CC1(C2=CC=CC=C2C=2C=CC=CC2O1)C 9,10-dihydro-9,9-dimethyl-10-oxaphenanthrene